OCC1=CN=C(S1)C1=CC(=C(C=N1)C#N)C 6-(5-(hydroxymethyl)thiazol-2-yl)-4-methylpyridine-3-carbonitrile